C(#N)C=1C=C(C=CC1)C=1C=NC(=NC1)N1C[C@@H]2CN(CC[C@@H]2C1)C#N (3aS,7aS)-2-(5-(3-cyanophenyl)pyrimidin-2-yl)octahydro-5H-pyrrolo[3,4-c]pyridine-5-carbonitrile